O[C@@H](COC1=CC=C(C(=O)OCC2=CC=CC=C2)C=C1)CN1N=C(N=N1)C Benzyl (R)-4-(2-hydroxy-3-(5-methyl-2H-tetrazol-2-yl) propoxy)benzoate